O1COC2=C1C=CC(=C2)C2=NOC(=N2)CSC2=NC=CC=C2Cl 2-({[3-(2H-1,3-benzodioxol-5-yl)-1,2,4-oxadiazol-5-yl]methyl}sulfanyl)-3-chloropyridine